CN1C(=C(C2C1N=CN=C2)C(=O)N2CCC(CC2)C=2N=CC(=NC2)C(=O)NCC=2C=NC=CC2)C2=CC=CC=C2 5-(1-(7-methyl-6-phenyl-4a,7a-dihydro-7H-pyrrolo[2,3-d]pyrimidine-5-carbonyl)piperidin-4-yl)-N-(pyridin-3-ylmethyl)pyrazine-2-carboxamide